4-((5-Chloro-7-(2-((4-Chloro-2,6-dioxo-3-(2,2,2-trifluoroethyl)-3,6-diHydropyrimidin-1(2H)-yl)methyl)thieno[3,2-b]pyridin-7-yl)-1H-indol-1-yl)methyl)piperidine-4-carbonitrile ClC=1C=C2C=CN(C2=C(C1)C1=C2C(=NC=C1)C=C(S2)CN2C(N(C(=CC2=O)Cl)CC(F)(F)F)=O)CC2(CCNCC2)C#N